2-(3,4-dichlorophenyl)-1-ethyl-6-[[5-methyl-3-(trifluoromethyl)pyrazol-1-yl]methyl]-4-oxo-pyridine-3-carboxylic acid ClC=1C=C(C=CC1Cl)C=1N(C(=CC(C1C(=O)O)=O)CN1N=C(C=C1C)C(F)(F)F)CC